1,2-difluoro-2-(2-(2,2,2-trifluoroethoxy)ethoxy)ethane FCC(OCCOCC(F)(F)F)F